water methyl-salicylate COC=1C(C(=O)O)=CC=CC1.O